CNC(=O)C=1C(=CC=CC1)C1=CC=CC=C1 N-methyl-[1,1'-biphenyl]-2-formamide